O1COC=C1 [1,3]Dioxole